4,6-dichloro-N-(methyl-d3)-3-pyridazinecarboxamide ClC1=C(N=NC(=C1)Cl)C(=O)NC([2H])([2H])[2H]